2-(((7-fluoro-4-oxo-3,4-dihydroquinazolin-2-yl)methyl)(propyl)amino)-N-methylacetamide FC1=CC=C2C(NC(=NC2=C1)CN(CC(=O)NC)CCC)=O